C(C1=CC=CC=C1)N1CCC(CC1)(F)CC1=CC=2N(C=C1)N=CC2N2C(NC(CC2)=O)=O 1-(5-((1-benzyl-4-fluoropiperidin-4-yl)methyl)pyrazolo[1,5-a]pyridin-3-yl)dihydropyrimidine-2,4(1H,3H)-dione